2-[(1-benzoylpiperidin-4-yl)methyl]-N-{[(2R)-1,4-dioxan-2-yl]methyl}-8-(trifluoromethyl)-4,5-dihydro-2H-furo[2,3-g]indazole-7-carboxamide C(C1=CC=CC=C1)(=O)N1CCC(CC1)CN1N=C2C3=C(CCC2=C1)OC(=C3C(F)(F)F)C(=O)NC[C@H]3OCCOC3